2'-deoxyadenosine ethyl-3-(1-(adamantan-1-ylmethyl)-1H-pyrazol-4-yl)-7-(6-chloro-5-fluoropyridin-3-yl)-7H-pyrrolo[2,3-c]pyridazine-4-carboxylate C(C)C1=CN(C=2N=NC(=C(C21)C(=O)OC[C@@H]2[C@H](C[C@@H](O2)N2C=NC=1C(N)=NC=NC21)O)C=2C=NN(C2)CC21CC3CC(CC(C2)C3)C1)C=1C=NC(=C(C1)F)Cl